CC1=C(OC=2C=C(C=C(C2)C)C=2C3=C(C(N(C2)C)=O)NC(=C3)C(=O)NCC)C(=CC(=C1)NC(CCCN1CCCCC1)=O)C 4-(3-(2,6-dimethyl-4-(4-(piperidin-1-yl)butanamido)phenoxy)-5-methylphenyl)-N-ethyl-6-methyl-7-oxo-6,7-dihydro-1H-pyrrolo[2,3-c]pyridine-2-carboxamide